OC(CN1C(C2=CC=CC=C2C1=O)=O)CN1C=NC=C1 2-[2-hydroxy-3-(1H-imidazol-1-yl)propyl]-1H-isoindole-1,3(2H)-dione